BrC1=CC=C2C=3C(C4=C(C(C3NC2=C1)(C)C)C=C(C(=C4)Cl)N4CCC1(OCCO1)CC4)=O 3-bromo-9-chloro-6,6-dimethyl-8-(1,4-dioxa-8-azaspiro[4.5]decan-8-yl)-5,6-dihydro-11H-benzo[b]carbazol-11-one